ClC=1C=C(C(=C(C1)O)C1=CC=C2C(=N1)N=C(O2)N2CC1=CC=C3C(=C1C2)OCO3)C 5-chloro-2-(2-(6,8-dihydro-7H-[1,3]dioxolo[4,5-e]isoindol-7-yl)oxazolo[4,5-b]pyridin-5-yl)-3-methylphenol